2,2-dimethyl-ethyl-sulfonate CC(CS(=O)(=O)[O-])C